ClC1=CC(=CC2=C1NC(N2)=O)C(=O)O 7-chloro-2-oxo-2,3-dihydro-1H-benzimidazole-5-carboxylic acid